DEHYDROACETATE CC(=O)C1C(=O)C=C(C)OC1=O